NC1=NC=2C=CC(=CC2C2=C1C=NN2C)C(=O)O 4-amino-1-methylpyrazolo[4,5-c]quinoline-8-carboxylic acid